CN1CCN(CC1)C(=O)C1=CC(=CC=C1)C=1NC=C(N1)C1=CC=C(C=C1)CC (4-Methylpiperazin-1-yl){3-[4-(4-ethylphenyl)-1H-imidazol-2-yl]phenyl}methanone